(3S)-5-chloro-7-({2,4-difluoro-3-[2-(piperidin-4-ylamino)quinazolin-6-yl]phenyl}sulfamoyl)-2,3-dihydro-1-benzofuran-3-yl acetate C(C)(=O)O[C@@H]1COC2=C1C=C(C=C2S(NC2=C(C(=C(C=C2)F)C=2C=C1C=NC(=NC1=CC2)NC2CCNCC2)F)(=O)=O)Cl